9-tetradecadienyl iodide C=CC=CCCCCC(CCCCC)I